ClC1=CC(=C(C(=C1)F)C=1C=2N(N=C(C1)[C@@H]1C[C@@H](OCC1)C=1C=NN(C1)C)C(C(=C(N2)C)C)=O)F 9-(4-chloro-2,6-difluorophenyl)-2,3-dimethyl-7-[(2R,4S)-2-(1-methylpyrazol-4-yl)oxan-4-yl]pyrimido[1,2-b]pyridazin-4-one